COC1=CC=C(C=C1)CC(=COC(CC)CCCCC)C 1-methoxy-4-(2-methyl-3-(oct-3-yloxy)allyl)benzene